rac-2-[(4-amino-5-benzoyl-thiazol-2-yl)(1,3-benzodioxol-5-yl)amino]propanamide NC=1N=C(SC1C(C1=CC=CC=C1)=O)N([C@@H](C(=O)N)C)C1=CC2=C(OCO2)C=C1 |r|